docosylpentaerythritol diphosphite OP(O)OP(O)O.C(CCCCCCCCCCCCCCCCCCCCC)C(O)C(CO)(CO)CO